tert-butyl (2R,6S)-4-(1-((6-methoxy-2-methyl-2H-pyrazolo[3,4-b]pyridin-5-yl)carbamoyl)-2,3-dihydro-1H-pyrrolo[2,3-b]pyridin-4-yl)-2,6-dimethylpiperazine-1-carboxylate COC=1C(=CC=2C(N1)=NN(C2)C)NC(=O)N2CCC=1C2=NC=CC1N1C[C@H](N([C@H](C1)C)C(=O)OC(C)(C)C)C